1-(2-((1S,4aS,4bR,6aR,9S,11aS,11bR,13aS)-9-hydroxy-9-(methoxymethyl)-13a-methyloctadecahydro-1H-cyclohepta[a]phenanthren-1-yl)-2-oxoethyl)-1H-pyrazole-4-carbonitrile O[C@]1(CC[C@@H]2[C@@H]([C@H]3CC[C@@]4([C@H](CCC[C@H]4[C@@H]3CC2)C(CN2N=CC(=C2)C#N)=O)C)CC1)COC